C(=C)[C@@H](C(=O)O)CC=C (S)-2-VINYLPENT-4-ENOIC ACID